C[C@@H]1N(C2=CC=CC=C2C1)C=1C2=C(N=CN1)SC(=N2)C(=O)O (S)-7-(2-methylindolin-1-yl)thiazolo[5,4-d]pyrimidine-2-carboxylic acid